O=C1NC(CCC1N1C(C2=CC(=C(C=C2C1=O)F)N1CCC(CC1)CN1CCC(CC1)N1CCN(CC1)C1=C(C=C(C(=C1)OC)[N+](=O)[O-])C=1C=NN(C1)C)=O)=O 2-(2,6-dioxopiperidin-3-yl)-5-fluoro-6-(4-((4-(4-(5-methoxy-2-(1-methyl-1H-pyrazol-4-yl)-4-nitrophenyl)piperazin-1-yl)piperidin-1-yl)methyl)piperidin-1-yl)isoindoline-1,3-dione